methyl-4,4'-biquinoline CC1=NC2=CC=CC=C2C(=C1)C1=CC=NC2=CC=CC=C12